1-(5-methyl-2,5-diazabicyclo[2.2.2]octane-2-yl)-3-methylenepent-4-ene CN1C2CN(C(C1)CC2)CCC(C=C)=C